tantalum-cerium oxide [O-2].[Ce+3].[Ta+5].[O-2].[O-2].[O-2]